C(=O)OC(C(=O)OC)C1=CC=CC=C1 methyl 2-(formyloxy)-2-phenylacetate